6-[1H,2H,3H,4H,5H,6H-pyrrolo[3,4-c]pyrrole-2-sulfonyl]-1,3-benzothiazole hydrochloride Cl.C1N(CC2=C1CNC2)S(=O)(=O)C2=CC1=C(N=CS1)C=C2